7-iodo-1-heptene ICCCCCC=C